(2r,3s)-3-amino-2-methyl-4-oxoazetidine-1-sulfonic acid N[C@H]1[C@H](N(C1=O)S(=O)(=O)O)C